4-(2,6-dichlorobenzyl)-N-hydroxy-3,4-dihydro-2H-benzo[b][1,4]oxazine-6-carboxamide ClC1=C(CN2C3=C(OCC2)C=CC(=C3)C(=O)NO)C(=CC=C1)Cl